O[C@@H]1C[C@@H](CC1)NC1=NN=C(C=2N1C=CC2)C2=C(C=C(C=C2)C(F)(F)F)O 2-(4-{[(1R,3S)-3-hydroxycyclopentyl]amino}pyrrolo[1,2-d][1,2,4]triazin-1-yl)-5-(trifluoromethyl)phenol